BrC1=CC2=C(N=C3N2CCN(CC3)C(=O)OC(C)(C)C)C=C1 tert-butyl 9-bromo-1,2,4,5-tetrahydro-3H-benzo[4,5]imidazo[1,2-d][1,4]diazepin-3-carboxylate